2-[(1S)-1-[4-amino-3-(3-fluoro-4-propan-2-yloxyphenyl)pyrazolo[3,4-d]pyrimidin-1-yl]ethyl]-6-fluoro-3-(3-fluorophenyl)chromen-4-one NC1=C2C(=NC=N1)N(N=C2C2=CC(=C(C=C2)OC(C)C)F)[C@@H](C)C=2OC1=CC=C(C=C1C(C2C2=CC(=CC=C2)F)=O)F